ClC1=C(C(=O)O)C=CC=C1C=1N(C2=NC=NC(=C2N1)OC1(CC1)C)CC1=CC(=CC=C1)Cl 2-chloro-3-(9-(3-chlorobenzyl)-6-(1-methylcyclopropoxy)-9H-purin-8-yl)benzoic acid